4,4-difluoro-2-(4-fluorophenyl)-N-[4-(4-oxo-3-phenyl-4,5-dihydro-1H-pyrrolo[3,2-c]pyridin-2-yl)pyridin-2-yl]butanamide FC(CC(C(=O)NC1=NC=CC(=C1)C1=C(C=2C(NC=CC2N1)=O)C1=CC=CC=C1)C1=CC=C(C=C1)F)F